(S)-1-Boc-3-carboxylpyrrolidine C(=O)(OC(C)(C)C)N1C[C@H](CC1)C(=O)O